2-(4,4,5,5-tetramethyl-1,3,2-dioxaborolan-2-yl)-4H,6H,7H-pyrazolo[3,2-c][1,4]oxazine CC1(OB(OC1(C)C)C=1C=C2COCCN2N1)C